(R)-6-ethyl-1-(1-ethylpiperidin-3-yl)-5-(8-methoxy-[1,2,4]triazolo[1,5-a]pyridin-6-yl)-1,3-dihydro-2H-benzo[d]imidazol-2-one C(C)C=1C(=CC2=C(N(C(N2)=O)[C@H]2CN(CCC2)CC)C1)C=1C=C(C=2N(C1)N=CN2)OC